Cl.ClC=1C=CC(=C(C1)C=1C=C2C(=NNC2=CC1)NC(=O)[C@H]1CNCCC1)F (3R)-N-[5-(5-chloro-2-fluorophenyl)-1H-indazol-3-yl]piperidine-3-carboxamide hydrochloride